COC(=O)C1=C2C(=NC=C1)C=C(N2C)Cl chloro-1-methyl-1H-pyrrolo[3,2-b]pyridine-7-carboxylic acid methyl ester